8-(benzofuran-3-yl)-N-(1-phenylethyl)dibenzo[b,d]furan-4-amine O1C=C(C2=C1C=CC=C2)C=2C=CC1=C(C3=C(O1)C(=CC=C3)NC(C)C3=CC=CC=C3)C2